N[C@H]1CN(CC1)C(=O)C1=CC=2N(C=C1)C(=C(N2)C=2N(C1=CC=CC=C1C2)CC2CC2)C (R)-(3-aminopyrrolidin-1-yl)(2-(1-(cyclopropylmethyl)-1H-indol-2-yl)-3-methylimidazo[1,2-a]pyridin-7-yl)methanone